CC=1NC=C(C1C(=O)N)C 2,4-dimethyl-1H-pyrrole-3-carboxamide